2-(4-bromophenyl)-5,8-dioxaspiro[3.4]octane BrC1=CC=C(C=C1)C1CC2(C1)OCCO2